BrC1=CC=CC=2N(C(N(C21)CC)=O)C2N(CCCC2)CC2=CC=C(C=C2)OC (4-bromo-3-ethyl-2-oxo-benzoimidazol-1-yl)-1-[(4-methoxyphenyl)methyl]Piperidine